methyl-ethoxypropionate CC(C(=O)[O-])(C)OCC